C(#C)C1=C2C=CC(=C(C2=CC=C1F)F)N 5-ethynyl-1,6-difluoronaphthalene-2-amine